(S)-1-(3-(3-cyclopropylpropoxy)-4-methoxyphenyl)-4-methyltetrahydropyrimidin-2(1H)-one C1(CC1)CCCOC=1C=C(C=CC1OC)N1C(N[C@H](CC1)C)=O